IC1=C(NC2=C1C(NCC2)=O)C2=CC=NC1=CC(=C(N=C21)OC)C 3-iodo-2-(6-methoxy-7-methyl-1,5-naphthyridin-4-yl)-1H,5H,6H,7H-pyrrolo[3,2-c]pyridin-4-one